(2R,3R)-N-(2-amino-3-fluoro-4-((4-(trifluoromethyl)benzyl)amino)phenyl)-2,3-difluorododecanamide NC1=C(C=CC(=C1F)NCC1=CC=C(C=C1)C(F)(F)F)NC([C@H]([C@@H](CCCCCCCCC)F)F)=O